FC(CN(C1=NC(N(C2=CC=C(C=C12)F)C)=O)C1=NC(=CC=C1)C#CC1(CC1)C(F)(F)F)F 4-((2,2-difluoroethyl)(6-((1-(trifluoromethyl)cyclopropyl)ethynyl)pyridin-2-yl)amino)-6-fluoro-1-methylquinazolin-2(1H)-one